6-(1-methyl-1H-pyrazol-4-yl)-4-oxo-4,5-dihydropyrazolo[1,5-a]Pyrazine CN1N=CC(=C1)C=1NC(C=2N(C1)N=CC2)=O